OCC[C@H](C)N1C(C2=CC=CC=C2C1=O)=O (S)-2-(4-hydroxybutan-2-yl)isoindoline-1,3-dione